3-bromo-5-methyl-4,5,6,7-tetrahydropyrazolo[1,5-a]pyrazine BrC=1C=NN2C1CN(CC2)C